(R)- or (S)-1-(3-(2-(4-fluorophenyl)-4-(1-methyl-1H-pyrazol-3-yl)pyrimidin-5-yl)pyrrolidin-1-yl)prop-2-en-1-one FC1=CC=C(C=C1)C1=NC=C(C(=N1)C1=NN(C=C1)C)[C@@H]1CN(CC1)C(C=C)=O |o1:19|